ClC1=NNC2=C(C=C(C(=C12)CC(=O)O)Cl)F 2-(3,5-dichloro-7-fluoro-1H-indazol-4-yl)acetic acid